C(C)(C)(C)/[N+](=C/C1=C(C=CC(=C1)C1=NN(C(C2=CC=CC=C12)=O)C1=CC=C(C=C1)F)F)/[O-] (Z)-N-tert-Butyl-1-(2-fluoro-5-(3-(4-fluorophenyl)-4-oxo-3,4-dihydrophthalazin-1-yl)phenyl)methanimine oxide